iodo-cholesterol ICC(C)CCC[C@@H](C)[C@H]1CC[C@H]2[C@@H]3CC=C4C[C@@H](O)CC[C@]4(C)[C@H]3CC[C@]12C